(1S,2S)-2-((3-ethynylbenzyl)amino)cyclohexan-1-ol C(#C)C=1C=C(CN[C@@H]2[C@H](CCCC2)O)C=CC1